ClC1=NC=C(C=N1)CN(C(OC(C)(C)C)=O)C(=O)OC(C)(C)C tert-Butyl N-[(2-chloropyrimidin-5-yl)methyl]-N-[(2-methylpropan-2-yl)oxycarbonyl]carbamate